(R)-5-(2-(dimethylamino)ethoxy)-N-(1-(3-(1-ethyl-1H-pyrazol-3-yl)-5-(5-methylthiazol-2-yl)phenyl)ethyl)-2-methylbenzamide CN(CCOC=1C=CC(=C(C(=O)N[C@H](C)C2=CC(=CC(=C2)C=2SC(=CN2)C)C2=NN(C=C2)CC)C1)C)C